4-(6-Formyl-2-methyl-pyrrolo[3,2-b]pyridin-1-yl)-benzonitrile C(=O)C=1C=C2C(=NC1)C=C(N2C2=CC=C(C#N)C=C2)C